S1C(=CC=C1)S(=O)(=O)CC#N 2-(2-thienyl-sulfonyl)acetonitrile